4-methoxy-2,5-dimethylbenzene COC1=CC(=CC=C1C)C